ClC1=NC2=CC(=CC=C2C(=C1)C1=C(C=CC=C1)Cl)O[C@@H](CN1CCN(CC1)C(CC)=O)C (2R)-2-[[2-chloro-4-(2-chlorophenyl)-7-quinolyl]oxy]-1-(4-propanoylpiperazin-1-yl)propan